Cl.NCC(=O)C1=C(N=C(S1)C)C 2-amino-1-(2,4-dimethyl-1,3-thiazol-5-yl)ethan-1-one hydrogen chloride